2-butyl-7-(hexahydropyridine-4-yl)-4-(tert-butylamino)-1H-thiopheno[3,2-b]imidazo[4,5-d]pyridine C(CCC)C1=NC=2C(=C3C(=NC2NC(C)(C)C)C=C(S3)C3CCNCC3)N1